O=C1NC(CCC1C1=C2C(NC(C2=CC=C1)=O)=O)=O 4-(2,6-dioxopiperidin-3-yl)-1,3-dioxoisoindole